NCC1=CC=C(C=C1)CN(C1=C(C(=NN1C(C(CO)(C)C)=O)C1CN(CC1C)C(CN1CCOCC1)=O)OC)C 1-[5-({[4-(aminomethyl)phenyl]methyl}(methyl)amino)-4-methoxy-3-{4-methyl-1-[2-(morpholin-4-yl)acetyl]pyrrolidin-3-yl}-1H-pyrazol-1-yl]-3-hydroxy-2,2-dimethylpropan-1-one